(1S,3S)-3-((2-(5-(((cyclohexyl-(methyl)carbamoyl)oxy)methyl)-1-methyl-1H-pyrazol-4-yl)-4-methyl-pyrimidin-5-yl)oxy)cyclohexane-1-carboxylic acid C1(CCCCC1)N(C(=O)OCC1=C(C=NN1C)C1=NC=C(C(=N1)C)O[C@@H]1C[C@H](CCC1)C(=O)O)C